O1C(=CC2=C1C=CC=C2)C2=CC=C(C=C2)N(C2=CC=C(C=C2)C2=CC1=C(N=C(O1)C1=CC=CC=C1)C=C2)C2=CC=C(C=C2)C=2C=CC1=C(OC3=C1C=CC=C3)C2 N-(4-benzofuran-2-yl-phenyl)-N-(4-dibenzofuran-3-yl-phenyl)-N-{4-(2-phenyl-benzoxazol-6-yl)-phenyl}-amine